NC=1C=C(N(C(C1SC=1C(=NC=CC1)C(F)(F)F)=O)C)N1CCC2(CC1)[C@@H](C1=CC=CC=C1C2)N[S@](=O)C(C)(C)C (R)-N-((S)-1'-(4-amino-1-methyl-6-oxo-5-((2-(trifluoromethyl)pyridin-3-yl)thio)-1,6-dihydropyridin-2-yl)-1,3-dihydrospiro[indene-2,4'-piperidine]-1-yl)-2-methylpropane-2-sulfinamide